6-((4-((S)-3-aminopiperidin-1-yl)-5-(1-(tetrahydro-2H-pyran-4-yl)-1H-pyrazol-4-yl)pyridin-2-yl)amino)-2-(2,4-difluoro-6-methoxyphenyl)nicotinonitrile N[C@@H]1CN(CCC1)C1=CC(=NC=C1C=1C=NN(C1)C1CCOCC1)NC1=NC(=C(C#N)C=C1)C1=C(C=C(C=C1OC)F)F